C(C)(C)(C)OC(=O)N1CCC(CC1)C=1OC(=NN1)[C@@]12CN(C[C@]2(C1)C(F)(F)F)C1=C2C=CC=NC2=C(C=C1)C(F)(F)F 4-(5-((1S,5R)-5-(trifluoromethyl)-3-(8-(trifluoromethyl)quinolin-5-yl)-3-azabicyclo[3.1.0]hexane-1-yl)-1,3,4-oxadiazol-2-yl)piperidine-1-carboxylic acid tert-butyl ester